tert-butyl (6-((2R,3S)-2-((tert-butoxycarbonyl)amino)-3-fluorobutyl)-2-chloro-7-(cyclopropylethynyl)pyrrolo[2,1-f][1,2,4]triazin-4-yl)(furan-2-ylmethyl)carbamate C(C)(C)(C)OC(=O)N[C@H](CC=1C=C2C(=NC(=NN2C1C#CC1CC1)Cl)N(C(OC(C)(C)C)=O)CC=1OC=CC1)[C@H](C)F